1-(4-(benzyloxy)-2-((2R,3S,4S,5R)-3-(3,4-difluoro-2-methoxyphenyl)-4,5-dimethyl-5-(trifluoromethyl)tetrahydrofuran-2-yl)-6-methylpyrimidin-5-yl)propan-2-ol C(C1=CC=CC=C1)OC1=NC(=NC(=C1CC(C)O)C)[C@@H]1O[C@]([C@H]([C@H]1C1=C(C(=C(C=C1)F)F)OC)C)(C(F)(F)F)C